BrC1=CC=C(S1)S(=O)(=O)NC(NC1=C(C=CC=C1C(C)C)C(C)C)=O 5-bromo-N-((2,6-diisopropylphenyl)carbamoyl)thiophene-2-sulfonamide